CC1=NN=C(C2=CC(=CC=C12)N1CCOCC1)N[C@H](C)C=1C(=NC=CC1)C (R)-4-methyl-N-(1-(2-methylpyridin-3-yl)ethyl)-7-morpholinophthalazin-1-amine